C(C1=CC=CC=C1)(=O)C1=C(C(=NN1C)NC(C[C@H]1C(C(C1)(F)F)(F)F)=O)C1CCC1 (R)-N-(5-benzoyl-4-cyclobutyl-1-methyl-1H-pyrazol-3-yl)-2-(2,2,3,3-tetrafluorocyclobutyl)acetamide